O=C1C2=C(N=C(N1)[C@@H]1[C@H](CC1)C=1C=NC=NC1)N(N=C2C#N)[C@@H](C)C=2C=NC(=CC2)C(F)(F)F 4-Oxo-6-((1S,2S)-2-(pyrimidin-5-yl)cyclobutyl)-1-((S)-1-(6-(trifluoromethyl)pyridin-3-yl)ethyl)-4,5-dihydro-1H-pyrazolo[3,4-d]pyrimidin-3-carbonitril